FC=1C=NC(=CC1)C=C 3-fluoro-6-vinylpyridine